FC(OC1=NC(=CC=C1NC(=O)C1(CC(C1)O)C1=C(C=CC=C1)C(C)C)C)F N-(2-(difluoromethoxy)-6-methylpyridin-3-yl)-3-hydroxy-1-(2-isopropylphenyl)cyclobutane-1-carboxamide